COC(\C=C(/NCC)\C1=CC(=C(C=C1)Cl)Cl)=O (Z)-3-(3,4-dichlorophenyl)-3-(ethylamino)prop-2-enoic acid methyl ester